C(C)(C)N1C(=NC2=NC=C(C=C21)C=2C=CN1N=C(N=CC12)NC1CCC(CC1)O)C 4-((5-(1-isopropyl-2-methyl-1H-imidazo[4,5-b]pyridin-6-yl)pyrrolo[2,1-f][1,2,4]triazin-2-yl)amino)cyclohexan-1-ol